FC1=C(C(=CC2=C1C[C@@H](CS2)NCC2CCN(CC2)C(=O)OC(C)(C)C)O)N2S(NC(C2)=O)(=O)=O tert-butyl 4-({[(3S)-5-fluoro-7-hydroxy-6-(1,1,4-trioxo-1λ6,2,5-thiadiazolidin-2-yl)-3,4-dihydro-2H-1-benzothiopyran-3-yl]amino}methyl)piperidine-1-carboxylate